The molecule is trianion of (9S,10S)-10-hydroxy-9-(phosphonooxy)octadecanoic acid arising from deprotonation of carboxylic acid and phosphate functions. It is an organophosphate oxoanion and a hydroxy monocarboxylic acid anion. It is a conjugate base of a (9S,10S)-10-hydroxy-9-(phosphonooxy)octadecanoic acid. CCCCCCCC[C@@H]([C@H](CCCCCCCC(=O)[O-])OP(=O)([O-])[O-])O